CC1(CCC=2C(=NNC2C1)C1=NC(=NO1)C1NC2=CC=C(C=C2C1)C=O)C (5-(6,6-dimethyl-4,5,6,7-tetrahydro-1H-indazol-3-yl)-1,2,4-oxadiazol-3-yl)-2,3-dihydroindole-5-carbaldehyde